[Br-].C(C)(C)(C)C1=CC=C(C=C1)[S+](C1=CC=CC=C1)C1=CC=CC=C1 (4-(t-butyl)phenyl)diphenylsulfonium bromide